C(C(C)C)C1=CC(=NN1C1CCC(CC1)C(F)(F)F)NC1=C(C(=O)[O-])C=C(C=N1)C=1SC=CC1 2-((5-isobutyl-1-(4-(trifluoromethyl)cyclohexyl)-1H-pyrazol-3-yl)amino)-5-(thiophen-2-yl)nicotinate